1-bis(4-cyanophenyl)methyl-1,2,4-triazole C(#N)C1=CC=C(C=C1)C(N1N=CN=C1)C1=CC=C(C=C1)C#N